OC1=C(C(=O)O)C=C(C(=C1)OC)C 2-Hydroxy-4-methoxy-5-methylbenzoic acid